tert-butyl 3-((8-((tert-butoxycarbonyl)(4-fluoro-2-methoxybenzyl)amino)-3-isopropylimidazo[1,2-b]pyridazin-6-yl)thio)piperidine-1-carboxylate C(C)(C)(C)OC(=O)N(C=1C=2N(N=C(C1)SC1CN(CCC1)C(=O)OC(C)(C)C)C(=CN2)C(C)C)CC2=C(C=C(C=C2)F)OC